C(C)C=1C(=NC=CN1)CC Diethylpyrazin